N-methylazetidin-2-carboxamide CNC(=O)C1NCC1